CC1(CC=2C(=CC=NC2C=C1)NC=1C=NC(=CC1)C1=NC=2C(=NC=C(C2)NC2=CC(=NC=C2)C)N1)NC 6,N6-dimethyl-N4-(6-(6-(2-methylpyridin-4-ylamino)-3H-imidazo[4,5-b]pyridin-2-yl)pyridin-3-yl)quinoline-4,6-diamine